NC=1C(=NC=C(C1)Br)OCCN(C(OC(C)(C)C)=O)CC tert-Butyl (2-((3-amino-5-bromopyridin-2-yl)oxy)ethyl)(ethyl)carbamate